The molecule is an oxooctadecadienoic acid that consists of 9E,11E-octadecadienoic acid with the oxo substituent located at position 13. It has a role as a metabolite. It is an oxo fatty acid and a 13-oxo-9,11-octadecadienoic acid. CCCCCC(=O)/C=C/C=C/CCCCCCCC(=O)O